NC=1C=CC(=C(C1)NC(C=C)=O)Cl N-(5-amino-2-chlorophenyl)acrylamide